ClC=1C=C(OCC(CN(C)CC2=CC(=C(C=C2)OCCN2CCC(CC2)C)OC)O)C=C(C1)Cl 1-(3,5-dichlorophenoxy)-3-((3-methoxy-4-(2-(4-methylpiperidin-1-yl)ethoxy)benzyl)(methyl)amino)propan-2-ol